C(C)(C)C(C(C)Br)Br isopropyl-bromo(2-bromopropane)